CN(CCCNC(C1=NC=C(C=C1)C=1C=C2C=CC=NC2=C(C1)O)=O)C N-(3-(dimethylamino)propyl)-5-(8-hydroxyquinolin-6-yl)picolinamide